2-(4-Bromothiazol-2-yl)propan-2-ol BrC=1N=C(SC1)C(C)(C)O